CC1(CCN(CC1)C1=C(C=C(N)C=C1)C(F)(F)F)C 4-(4,4-dimethylpiperidin-1-yl)-3-(trifluoromethyl)aniline